(R)-1-(4-(5-((4-amino-2-(pentan-2-yloxy)imidazo[2,1-f][1,2,4]triazin-7-yl)methyl)-3-methylpyridin-2-yl)piperazin-1-yl)-2-(dimethylamino)ethan-1-one NC1=NC(=NN2C1=NC=C2CC=2C=C(C(=NC2)N2CCN(CC2)C(CN(C)C)=O)C)O[C@H](C)CCC